C([2H])([2H])([2H])[Ir+]F (methyl-d3)fluoroiridium (III)